(R)-7-(5-chloro-2-(cyclopentylamino)pyridin-4-yl)-2-(5-fluoro-2-(hydroxymethyl)benzyl)-3-(methoxymethyl)-3,4-dihydropyrrolo[1,2-a]pyrazine-1(2H)-one ClC=1C(=CC(=NC1)NC1CCCC1)C=1C=C2N(C[C@@H](N(C2=O)CC2=C(C=CC(=C2)F)CO)COC)C1